NC1=NC=C(C=C1OC=1C=C(C=CC1)NC(=O)NC1=CC=C(C=C1)C)C=1C=NN(C1)C 1-(3-((2-amino-5-(1-methyl-1H-pyrazol-4-yl)pyridin-3-yl)oxy)phenyl)-3-(p-tolyl)urea